CN(C1CCC(CC1)NC1CCC=2NC3=CC=C(C(=C3C2C1)C=1C=C(C=CC1)C)F)C 3-((4-(Dimethylamino)cyclohexyl)amino)-6-fluoro-5-(m-tolyl)-2,3,4,9-tetrahydro-1H-carbazole